N1(N=NN=C1)C[C@H](C)OC1=C(C#N)C=CC(=C1)C=1C=NC(=NC1)NC=1C(=NN(C1)C1CCC(CC1)N1CCOCC1)OCC(COC)(C)C 2-(((S)-1-(1H-tetrazol-1-yl)propan-2-yl)oxy)-4-(2-((3-(3-methoxy-2,2-dimethylpropoxy)-1-((1r,4r)-4-morpholinocyclohexyl)-1H-pyrazol-4-yl)amino)pyrimidin-5-yl)benzonitrile